N-methyl-2-[[[1-[3-(trifluoromethyl)phenyl]ethoxy]imino]methyl]phenylacetamide CNC(CC1=C(C=CC=C1)C=NOC(C)C1=CC(=CC=C1)C(F)(F)F)=O